N1C(CCCC1)C(=O)N piperidine-2-carboxamide